3,5-di-tert-butyl-4-hydroxy-benzoate C(C)(C)(C)C=1C=C(C(=O)[O-])C=C(C1O)C(C)(C)C